4-bromo-3,5-dimethyl-phenylamine BrC1=C(C=C(C=C1C)N)C